3-(1-(3-Hydroxypropyl)-1H-pyrrolo[2,3-b]pyridin-3-yl)-4-pyrazin-2-yl-pyrrole-2,5-dione OCCCN1C=C(C=2C1=NC=CC2)C=2C(NC(C2C2=NC=CN=C2)=O)=O